1,1,2,3,3,4,4-heptafluorobut-1-ene FC(=C(C(C(F)F)(F)F)F)F